iron chromium (i) 2-(1-(4-amino-3-iodo-1H-pyrazolo[3,4-d]pyrimidin-1-yl)propyl)-3-(3-fluorophenyl)-4H-chromen-4-one NC1=C2C(=NC=N1)N(N=C2I)C(CC)C=2OC1=CC=CC=C1C(C2C2=CC(=CC=C2)F)=O.[Cr+].[Fe+2]